C(C)C=1N=C2N(C=CC=N2)C1C(=O)O 2-ethyl-imidazo[1,2-a]pyrimidine-3-carboxylic acid